(S)-tert-Butyl ((6-(2-chloro-3-(2,3-dichloropyridin-4-yl)phenyl)-2-methoxypyridin-3-yl)methyl)((5-oxopyrrolidin-2-yl)methyl)carbamate ClC1=C(C=CC=C1C1=C(C(=NC=C1)Cl)Cl)C1=CC=C(C(=N1)OC)CN(C(OC(C)(C)C)=O)C[C@H]1NC(CC1)=O